FC(C)(F)N1N=C(C(=C1)F)[S@@](=O)(N)=NC(NC1=C2C(=NC3=C1CCC3)CCC2)=O (R)-1-(1,1-difluoroethyl)-4-fluoro-N'-((1,2,3,5,6,7-hexahydrodicyclopenta[b,e]pyridin-8-yl)carbamoyl)-1H-pyrazole-3-sulfonimidamide